OC1CCC(CC1)NC1=C(C(=O)N)C=CC=C1 2-(4-hydroxycyclohexylamino)benzamide